5-(1-fluoro-3-hydroxy-6-methoxynaphthalen-2-yl)-1λ6,2,5-thiadiazolidine-1,1,3-trione FC1=C(C(=CC2=CC(=CC=C12)OC)O)N1CC(NS1(=O)=O)=O